2-(2,3-dichloro-4-(2-methylenebutyryl)phenoxy)-N-(1H-indol-6-yl)acetamide ClC1=C(OCC(=O)NC2=CC=C3C=CNC3=C2)C=CC(=C1Cl)C(C(CC)=C)=O